(E)-1-[2-Hydroxy-6-(3-methylbut-2-enoxy)-4-(2-methylprop-1-enoxy)phenyl]-3-(4-methoxyphenyl)prop-2-en-1-one OC1=C(C(=CC(=C1)OC=C(C)C)OCC=C(C)C)C(\C=C\C1=CC=C(C=C1)OC)=O